(4-hexyl-1,4-diazepan-1-yl)-7H-pyrrolo[2,3-d]pyrimidine C(CCCCC)N1CCN(CCC1)C=1N=CC2=C(N1)NC=C2